(R)-N'-((5-(2-methoxypyridin-4-yl)-2,3-dihydrobenzofuran-4-yl)carbamoyl)-2,2-dimethyl-2,3-dihydropyrazolo[5,1-b]oxazole-7-sulfonimidamide COC1=NC=CC(=C1)C=1C=CC2=C(CCO2)C1NC(=O)N=[S@](=O)(N)C=1C=NN2C1OC(C2)(C)C